methylenebis(hexahydrobenzo[d][1,3]dioxol-2-one) C(C1CCCC2OC(OC21)=O)C2CCCC1OC(OC12)=O